COCCOC1=C(C=C2C=CN(C2=C1)C)OC1=CC(=NC=C1)NC(=O)C1=CC=C(C=C1)C1CCNCC1 6-(2-methoxyethoxy)-N-methyl-5-{[2-({[4-(piperidin-4-yl)phenyl]carbonyl}amino)pyridin-4-yl]oxy}-1H-indole